C(C)(C)[C@H]1N=C([C@@H](N=C1OC)CCCC(F)(F)F)OC (2R,5S)-2-isopropyl-3,6-dimethoxy-5-(4,4,4-trifluorobutyl)-2,5-dihydropyrazine